(difluoro(2-(((S)-1-((S)-2-((5-(2-fluorophenyl)thiazol-2-yl)carbamoyl)pyrrolidin-1-yl)-3,3-dimethyl-1-oxobutan-2-yl)carbamoyl)benzo[b]thiophen-5-yl)methyl)phosphonic acid FC(C1=CC2=C(SC(=C2)C(N[C@H](C(=O)N2[C@@H](CCC2)C(NC=2SC(=CN2)C2=C(C=CC=C2)F)=O)C(C)(C)C)=O)C=C1)(F)P(O)(O)=O